Cl.COC1=NC(=CC(=C1)NC=1C(=NC(=C(N1)NC)C=1C2=C(N=NC1)N(C=N2)C)C(=O)N)C 3-[(2-Methoxy-6-methyl-4-pyridyl)amino]-5-(methylamino)-6-(7-methylimidazo[4,5-c]pyridazin-4-yl)pyrazin-2-carboxamid hydrochlorid